(S)-4-(4-(((1-acryloylpyrrolidin-2-yl)methyl)(methyl)amino)-8-fluoro-2-((tetrahydro-1H-pyrrolizin-7a(5H)-yl)methoxy)pyrido[4,3-d]pyrimidin-7-yl)-5-ethynyl-6-fluoro-2-naphthonitrile C(C=C)(=O)N1[C@@H](CCC1)CN(C=1C2=C(N=C(N1)OCC13CCCN3CCC1)C(=C(N=C2)C2=CC(=CC1=CC=C(C(=C21)C#C)F)C#N)F)C